C(=O)(O)C1=CC(=C(C=C1)C1=NC=C(C(=O)O)C=C1)[N+](=O)[O-] 6-(4-carboxyl-2-nitrophenyl)nicotinic acid